5-(4-(4-((5-cyclopropyl-3-(2-(trifluoromethoxy)phenyl)isoxazol-4-yl)methoxy)piperidin-1-yl)phenyl)-1,3,4-oxadiazol-2(3H)-one C1(CC1)C1=C(C(=NO1)C1=C(C=CC=C1)OC(F)(F)F)COC1CCN(CC1)C1=CC=C(C=C1)C1=NNC(O1)=O